triethanolamine salicylate C(C=1C(O)=CC=CC1)(=O)O.N(CCO)(CCO)CCO